OC[C@H](C)N1C(N=CC=C1C1=CC=C(C=C1)OC(F)(F)F)C=1C=NC=CC1 N-[(2S)-1-Hydroxypropan-2-yl]-2-(pyridin-3-yl)-6-[4-(trifluoromethoxy)phenyl]pyrimidin